ClC=1C=C(C=CC1)C(CO)NC(=O)C1=CN(C=C1)C1=CC(=NC=C1C)NC1=CC2=C(OC(O2)(F)F)C=C1 N-(1-(3-chlorophenyl)-2-hydroxyethyl)-1-(2-((2,2-difluorobenzo[d][1,3]dioxol-5-yl)amino)-5-methylpyridin-4-yl)-1H-pyrrole-3-carboxamide